N-phenethyl-6-(piperidin-1-yl)-1H-benzo[d]imidazole-1-carboxamide C(CC1=CC=CC=C1)NC(=O)N1C=NC2=C1C=C(C=C2)N2CCCCC2